C(CCCCC)C=1N=C(SC1CCC(=O)C1=CC(=C(C=C1)C)OC(CO)(C)C)C1=CC=C(C=C1)C(F)(F)F 3-(4-hexyl-2-(4-(trifluoromethyl)phenyl)thiazol-5-yl)-1-(3-((1-hydroxy-2-methylpropan-2-yl)oxy)-4-methylphenyl)propan-1-one